(R)-N-(8-methoxy-2-methylimidazo[1,2-a]pyrazin-6-yl)-5-(1-(methylamino)-5-azaspiro[2.3]hexane-5-yl)pyrazine-2-carboxamide COC=1C=2N(C=C(N1)NC(=O)C1=NC=C(N=C1)N1CC3(C[C@H]3NC)C1)C=C(N2)C